2-(2-amino-9,9-dimethyl-9H-fluoren-3-yl)propan-2-ol NC1=CC=2C(C3=CC=CC=C3C2C=C1C(C)(C)O)(C)C